C(C)(=O)[C@H]1CC[C@H]2[C@@H]3CC=C4C[C@H](CC[C@@]4([C@H]3CC[C@]12C)C)OC(=O)C(C(=O)O)CC(C(=O)O)C1=CC=CC=C1 2-((((3S,8S,9S,10R,13S,14S,17S)-17-acetyl-10,13-dimethyl-2,3,4,7,8,9,10,11,12,13,14,15,16,17-tetradecahydro-1H-cyclopenta[a]phenanthren-3-yl)oxy)carbonyl)-4-phenylpentanedioic acid